(S)-3-((4-(4-chlorophenyl)piperidin-1-yl)methyl)-6a,7,8,9-tetrahydropyrido[3,2-e]pyrrolo[1,2-a]pyrazin-6(5H)-one ClC1=CC=C(C=C1)C1CCN(CC1)CC1=CC=2NC([C@H]3N(C2N=C1)CCC3)=O